(S)-4-(acetyloxy)octanoic acid C(C)(=O)O[C@H](CCC(=O)O)CCCC